FC1=C(C(=CC=C1)C)C=1C=C/2C(=CN1)NC(\C2=C(\C)/NC2=NN(C(=C2)C)CCC(C)(C)O)=O (Z)-5-(2-Fluoro-6-methylphenyl)-3-(1-((1-(3-hydroxy-3-methylbutyl)-5-methyl-1H-pyrazol-3-yl)amino)ethylidene)-1H-pyrrolo[2,3-c]pyridin-2(3H)-one